FC=1C(=NC(=NC1)NC1=CC=C(C=C1)N1CCCCC1)NC1=C(C(=O)NN)C=CC=C1 2-((5-fluoro-2-((4-(piperidin-1-yl)phenyl)amino)pyrimidin-4-yl)amino)benzoyl-hydrazine